pyrazolo[1,5-a]pyridine-7-carboxylic acid N1=CC=C2N1C(=CC=C2)C(=O)O